(E)-6-(6-ethoxypyridin-3-yl)-N'-((5-fluoro-2-methoxypyridin-4-yl)methylene)pyrazine-2-carbohydrazide C(C)OC1=CC=C(C=N1)C1=CN=CC(=N1)C(=O)N/N=C/C1=CC(=NC=C1F)OC